[2-[[4-(5-bromopyrazin-2-yl)-5-oxo-1,2,4-triazol-1-yl]methyl]-3,3-difluoro-allyl]carbamic acid tert-butyl ester C(C)(C)(C)OC(NCC(=C(F)F)CN1N=CN(C1=O)C1=NC=C(N=C1)Br)=O